OC1CC2CCC(C1)N2C(=O)[O-] 3-hydroxy-8-azabicyclo[3.2.1]octane-8-carboxylate